C(C(C)C)(=O)OC1=C(C=C(C=C1)\C=C\C(=O)NCC1=CC=CC=C1)OC (E)-4-(3-(benzylamino)-3-oxoprop-1-en-1-yl)-2-methoxyphenyl isobutyrate